1-(4-Chlorophenyl)-4-ethynyl-5-methyl-1H-imidazole-2-carboxamide ClC1=CC=C(C=C1)N1C(=NC(=C1C)C#C)C(=O)N